6-(benzyloxy)-5-(2-chloro-3-fluoropyridin-4-yl)-2-(methylthio)pyrimidin-4-amine C(C1=CC=CC=C1)OC1=C(C(=NC(=N1)SC)N)C1=C(C(=NC=C1)Cl)F